2-[3-[3-(difluoromethoxy)-5-methoxy-4-(4-methoxypiperidine-1-carbonyl)phenyl]imidazo[1,2-a]pyridin-7-yl]-2-methylpropanenitrile FC(OC=1C=C(C=C(C1C(=O)N1CCC(CC1)OC)OC)C1=CN=C2N1C=CC(=C2)C(C#N)(C)C)F